N-{1-[6-methoxy-5-(3-methoxypropoxy)pyridin-3-yl]2,3-dimethylbutan-2-yl}acetamide COC1=C(C=C(C=N1)CC(C(C)C)(C)NC(C)=O)OCCCOC